1-(3-(4-(2-(trifluoromethyl)phenyl)piperidin-1-carbonyl)-4,6,7,8-tetrahydropyrazolo[4,3-c]azepin-5(1H)-yl)ethan-1-one FC(C1=C(C=CC=C1)C1CCN(CC1)C(=O)C1=NNC2=C1CN(CCC2)C(C)=O)(F)F